2,2'-bis((bis(4-(3,5-di-tert-butylphenyl)-1H-indol-1-yl)phosphaneyl)oxy)-5,5',6,6',7,7',8,8'-octahydro-1,1'-binaphthalene C(C)(C)(C)C=1C=C(C=C(C1)C(C)(C)C)C1=C2C=CN(C2=CC=C1)P(OC1=C(C=2CCCCC2C=C1)C1=C(C=CC=2CCCCC12)OP(N1C=CC2=C(C=CC=C12)C1=CC(=CC(=C1)C(C)(C)C)C(C)(C)C)N1C=CC2=C(C=CC=C12)C1=CC(=CC(=C1)C(C)(C)C)C(C)(C)C)N1C=CC2=C(C=CC=C12)C1=CC(=CC(=C1)C(C)(C)C)C(C)(C)C